7-(4-chlorophenyl)-5-(2-phenylethyl)-2-(2-phenylethylamino)thiazolo[4,5-d]pyridazin-4-one ClC1=CC=C(C=C1)C=1C2=C(C(N(N1)CCC1=CC=CC=C1)=O)N=C(S2)NCCC2=CC=CC=C2